CSCC/C=C/C1=NC=CC=C1 (E)-2-(4-(methylthio)but-1-en-1-yl)pyridine